2-(1-(1-(4-fluorophenyl)-1H-indole-5-carbonyl)piperidin-4-yl)isoindolin-1-one FC1=CC=C(C=C1)N1C=CC2=CC(=CC=C12)C(=O)N1CCC(CC1)N1C(C2=CC=CC=C2C1)=O